Cl.N[C@@H](\C=C/C(=O)OC)COCC1=CC=CC=C1 methyl (2Z,4S)-4-amino-5-(benzyloxy)pent-2-enoate hydrochloride